(4-Chloropyridin-2-yl)-[2,4'-bithiazole]-2'-amine ClC1=CC(=NC=C1)C=1N=C(SC1)C=1N=C(SC1)N